FC(C(=O)N)(C1=CC(=C(C=C1)OC(C)C)F)F difluoro-2-(3-fluoro-4-isopropoxyphenyl)acetamide